[Na].[Na].[Na].[Na].[Na].NCCNCCN diethylenetriamine penta-sodium